O=C1C2=C(N=C(N1)C1C(CC1)C1=NC=CC=C1)N(N=C2C#N)C(C)C=2C=NC(=CC2)C(F)(F)F 4-oxo-6-(2-(pyridin-2-yl)cyclobutyl)-1-(1-(6-(trifluoromethyl)pyridin-3-yl)ethyl)-4,5-dihydro-1H-pyrazolo[3,4-d]pyrimidine-3-carbonitrile